2-(methyl)oxetane (E)-Methyl-4-(2-((3-(6-aminopyridin-3-yl)acrylamido)methyl)-7-chlorobenzofuran-5-yl)benzoate COC(C1=CC=C(C=C1)C=1C=C(C2=C(C=C(O2)CNC(\C=C\C=2C=NC(=CC2)N)=O)C1)Cl)=O.CC1OCC1